((3',5'-dichloro-4-((4-chlorobenzyl)oxy)-4'-hydroxy-[1,1'-biphenyl]-3-yl)-methylene)pyrimidine-2,4,6(1H,3H,5H)-trione ClC=1C=C(C=C(C1O)Cl)C1=CC(=C(C=C1)OCC1=CC=C(C=C1)Cl)C=C1C(NC(NC1=O)=O)=O